BrC1=C(N(C2=CN=CC(=C21)OCOC)C2=CC=C(C=C2)F)C(C)C 3-bromo-1-(4-fluorophenyl)-2-isopropyl-4-(methoxymethyloxy)-1H-pyrrolo[2,3-c]pyridine